O[C@@]1(C[C@H](CCC1)N1N=C2C=C(C(=CC2=C1)C(=O)NC=1C=NN2C1N=CC=C2)OC)C |r| rac-2-((1S,3S)-3-Hydroxy-3-methylcyclohexyl)-6-methoxy-N-(pyrazolo[1,5-a]pyrimidin-3-yl)-2H-indazole-5-carboxamide